CC1=CNC2=NC=C(C=C21)B2OC(C(O2)(C)C)(C)C 3-methyl-5-(4,4,5,5-tetramethyl-1,3,2-Dioxaborol-2-yl)-1H-pyrrolo[2,3-b]pyridine